C(C)N1C(=C(C2=CC=CC=C12)C)C(C(=O)OCC)(F)F Ethyl 2-(1-Ethyl-3-methyl-1H-indol-2-yl)-2,2-difluoroacetate